6-(3-methoxypyridin-4-yl)-N-(4-(pyrrolidin-1-ylmethyl)pyridin-2-yl)-benzo[d]thiazol-2-amine COC=1C=NC=CC1C1=CC2=C(N=C(S2)NC2=NC=CC(=C2)CN2CCCC2)C=C1